FC1=CC(=C(C=C1)C=1C=CC=2N(C1)C(=NN2)CN)OCCC2=C(N=CS2)C (6-(4-fluoro-2-(2-(4-methylthiazol-5-yl)ethoxy)phenyl)-[1,2,4]triazolo[4,3-a]pyridin-3-yl)methanamine